4-{3-[(tert-butyldimethylsilyl)oxy]azetidine-1-carbonyl}-3-chloroaniline [Si](C)(C)(C(C)(C)C)OC1CN(C1)C(=O)C1=C(C=C(N)C=C1)Cl